2-(3',5',6'-tris(10-methylphenazin-5(10H)-yl)[1,1':2',1''-terphenyl]-4'-yl)benzo[d]oxazole CN1C2=CC=CC=C2N(C=2C=CC=CC12)C1=C(C(=C(C(=C1C=1OC2=C(N1)C=CC=C2)N2C=1C=CC=CC1N(C1=CC=CC=C21)C)N2C=1C=CC=CC1N(C1=CC=CC=C21)C)C2=CC=CC=C2)C2=CC=CC=C2